NC=1C(=CC2=C(B(OC2)O)C1)F 6-amino-5-fluorobenzo[c][1,2]oxaborol-1(3H)-ol